C1(CCCC1)OC=1N=CC(=NC1)N1CCC2(CC1)CC1=CC=CC=C1[C@H]2N (3S)-1'-[5-(cyclopentyloxy)pyrazin-2-yl]-1,3-dihydrospiro[indene-2,4'-piperidin]-3-amine